N-[2-(5-Ethylthio-1H-indol-3-yl)ethyl]acetamide C(C)SC=1C=C2C(=CNC2=CC1)CCNC(C)=O